6-(1,2,3,6-tetrahydropyridin-4-yl)quinazolin-4-amine N1CCC(=CC1)C=1C=C2C(=NC=NC2=CC1)N